OC1=C(C=CC(=C1O)CCCC)C1=NC(=NC(=N1)C1=C(C(=C(C=C1)CCCC)O)O)C1=C(C(=C(C=C1)CCCC)O)CCCC 2,4-bis(2-hydroxy-4-butylhydroxyphenyl)-6-(2,4-bis-butylhydroxyphenyl)-1,3,5-triazine